ClC=1C(=CC(=NC1)N1C[C@H](CCC1)CNC(OC(C)(C)C)=O)N1C(C2=C(C=C1)N(N=C2)CC2=C(C=CC=C2F)F)=O |r| tert-butyl rac-((1-(5-chloro-4-(1-(2,6-difluorobenzyl)-4-oxo-1,4-dihydro-5H-pyrazolo[4,3-c]pyridin-5-yl)pyridin-2-yl)piperidin-3-yl)methyl)carbamate